Pyrido[2,1-a]isoquinolin-2-ol C=1C(=CCN2C1C1=CC=CC=C1C=C2)O